BrC=1C(=NN2C1CN(CCC2)C(=O)OC(C)(C)C)C(NC(C)C)=O tert-butyl 3-bromo-2-(isopropylcarbamoyl)-7,8-dihydro-4H-pyrazolo[1,5-a][1,4]diazepine-5(6H)-carboxylate